(N-[4-amino-5-[4-chloro-3-(trifluoromethyl)benzoyl]thiazol-2-yl]-4-fluoro-anilino)propanamide NC=1N=C(SC1C(C1=CC(=C(C=C1)Cl)C(F)(F)F)=O)N(C1=CC=C(C=C1)F)C(C(=O)N)C